1-azacyclopentane N1CCCC1